ClC1=CC=C(C=C1)C1N(CCC1)C1=NC=CC=2C3=CC=C(C=C3NC12)OC 1-(2-(4-Chlorophenyl)pyrrolidin-1-yl)-7-Methoxy-9H-β-Carboline